Bisindenoisoquinoline C1=C2C=C3C(=C4C=CN=CC4=C4C3=C3C=CC=CC3=C4)C2=CC=C1